ClC=1C=C(C=2N(N1)C=CN2)[C@@H]2[C@H](C2)C2=CC=C1C3(C(N(C1=C2)CCC(F)(F)F)=O)CC3 6'-((1S,2S)-2-(6-chloroimidazo[1,2-b]pyridazin-8-yl)cyclopropyl)-1'-(3,3,3-trifluoropropyl)spiro[cyclopropane-1,3'-indolin]-2'-one